(2R)-2-(6-{5-Chloro-2-[(oxan-4-yl)amino]pyrimidin-4-yl}-1-oxo-2,3-dihydro-1H-isoindol-2-yl)-N-[(1S)-1-[6-(dimethylamino)-3-fluoropyridin-2-yl]-2-hydroxyethyl]propanamid ClC=1C(=NC(=NC1)NC1CCOCC1)C1=CC=C2CN(C(C2=C1)=O)[C@@H](C(=O)N[C@H](CO)C1=NC(=CC=C1F)N(C)C)C